C(CC)C1=NN(C=N1)CC1=CC=C(C=C1)C=C 3-propyl-1-(4-vinylbenzyl)-1H-1,2,4-triazole